FC=1C(=C2C(=NC(=NN2C1)NC1CCC(CC1)(C)O)OC)C1=CC=2N(C=C1)N=CC2C(=O)NC(C)C 5-(6-fluoro-2-(((1r,4r)-4-hydroxy-4-methylcyclohexyl)amino)-4-methoxypyrrolo[2,1-f][1,2,4]triazin-5-yl)-N-isopropylpyrazolo[1,5-a]pyridine-3-carboxamide